2-(2'-(4-methyl-1H-imidazol-5-yl)-[1,1'-biphenyl]-3-yl)-4-(trifluoromethyl)isoindolin-1-one CC=1N=CNC1C1=C(C=CC=C1)C1=CC(=CC=C1)N1C(C2=CC=CC(=C2C1)C(F)(F)F)=O